ClC=1C(=C(C=C(C1CC1=CC(=C(C=C1)O)C(C)C)Cl)NC(C)=O)F N-(3,5-dichloro-2-fluoro-4-(4-hydroxy-3-isopropylbenzyl)phenyl)acetamide